BrC=1C=C(C2=C(C=NS2)C1)C(=O)O 5-bromobenzo[d]isothiazole-7-carboxylic acid